3,5-dimethoxy-4-ethoxybenzaldehyde COC=1C=C(C=O)C=C(C1OCC)OC